2-(3-(1-((1S,2S,3S,5S,6R)-2,6-difluoro-8-azabicyclo[3.2.1]octan-3-yl-1,5-d2)vinyl)-1,2,4-triazin-6-yl)-5-(1H-imidazol-1-yl)phenol F[C@@H]1[C@@]2(C[C@H]([C@](C[C@H]1C(=C)C=1N=NC(=CN1)C1=C(C=C(C=C1)N1C=NC=C1)O)(N2)[2H])F)[2H]